COC=1C=C2C(=NC(=NC2=CC1OCCCCCCCN1CCCCC1)C)N[C@H](C)C1=CC(=CS1)C1=C(CN(C(OC(C)(C)C)=O)C)C=CC=C1 Tert-butyl (R)-2-(5-(1-((6-methoxy-2-methyl-7-((7-(piperidin-1-yl)heptyl)oxy)-quinazolin-4-yl)amino)ethyl)thiophen-3-yl)benzyl(methyl)carbamate